C(C)(=O)NC1=CC=C(C=C1)OP(OC1=CC=C(C=C1)NC(C)=O)(OC1=CC=C(C=C1)NC(C)=O)=S thiophosphoric acid tris(4-acetamidophenyl) ester